ClC1=CC=C(C=C1)S(=O)(=O)NCCC(=O)O N-[(4-Chlorophenyl)sulfonyl]-β-alanine